5H-cyclopenta[c]pyridine C1=NC=CC2=C1C=CC2